6-Morpholinonicotinonitrile O1CCN(CC1)C1=NC=C(C#N)C=C1